O=C1NC(CCC1N1C(C2=CC=CC(=C2C1=O)N1CCN(CC1)C(=O)OCCCC)=O)=O butyl 4-[2-(2,6-dioxopiperidin-3-yl)-1,3-dioxoisoindol-4-yl]piperazine-1-carboxylate